2,5-dichlorotrichlorobenzyl chloride ClC1=C(CCl)C(=C(C(=C1Cl)Cl)Cl)Cl